(4-bromo-3-chloro-phenyl)-[(2S,5S)-5-methyl-1,1-dioxo-2-(2-thienyl)-1,4-thiazinan-4-yl]methanone BrC1=C(C=C(C=C1)C(=O)N1C[C@H](S(C[C@@H]1C)(=O)=O)C=1SC=CC1)Cl